(R or S)-N-(6-methoxy-2-methyl-1,2,3,4-tetrahydroisoquinolin-7-yl)-7-[3-methyl-5-(pyrrolidin-2-yl)-1H-1,2,4-triazol-1-yl]quinazolin-2-amine COC=1C=C2CCN(CC2=CC1NC1=NC2=CC(=CC=C2C=N1)N1N=C(N=C1[C@@H]1NCCC1)C)C |o1:28|